[N+](=O)([O-])N[C@@H](CC1=CNC=N1)C(=O)O nitro-L-histidine